4-[2-(2-cyano-1,1-dimethyl-ethyl)-1-(3,4-difluorophenyl)-6-fluoro-4-hydroxy-indol-3-yl]benzoic acid C(#N)CC(C)(C)C=1N(C2=CC(=CC(=C2C1C1=CC=C(C(=O)O)C=C1)O)F)C1=CC(=C(C=C1)F)F